2-Methyl-6-(2,3,5,6-tetrafluoro-4'-(pyrrolidin-1-ylmethyl)-[1,1'-biphenyl]-4-yl)-1H-benzo[d]imidazol CC1=NC2=C(N1)C=C(C=C2)C2=C(C(=C(C(=C2F)F)C2=CC=C(C=C2)CN2CCCC2)F)F